tert-butyl (3R)-3-{[8-bromo-4-({[4-(pyridin-2-yl)phenyl]methyl}amino)pyrazolo[1,5-a][1,3,5]triazin-yl]amino}pyrrolidine-1-carboxylate BrC=1C=NN2C1N=C(N=C2NCC2=CC=C(C=C2)C2=NC=CC=C2)N[C@H]2CN(CC2)C(=O)OC(C)(C)C